ClC1=NC=CC(=N1)COC1=CC=C(C=C1)C(C)(C)C1=CC=C(OCCCNC(OC(C)(C)C)=O)C=C1 tert-butyl (3-(4-(2-(4-((2-chloropyrimidin-4-yl)methoxy)phenyl)propan-2-yl) phenoxy)propyl)carbamate